2-hydroxy-2-methyl-1-(4-isopropenylphenyl)propane-1-one OC(C(=O)C1=CC=C(C=C1)C(=C)C)(C)C